2-((tetrahydro-2H-pyran-2-yl)oxy)ethane-1-ol O1C(CCCC1)OCCO